6-(6-(4-methoxyphenyl)-7-oxo-2,3-diphenyl-4,7-dihydropyrazolo[1,5-a]pyrimidin-5-ylamino)-pyrazine-2-carbonitrile COC1=CC=C(C=C1)C1=C(NC=2N(C1=O)N=C(C2C2=CC=CC=C2)C2=CC=CC=C2)NC2=CN=CC(=N2)C#N